6-Fluoro-N-((3R,4S)-3-fluoro-1-(oxetan-3-yl)piperidin-4-yl)-4-methoxy-5-(1-(2,2,2-trifluoroethyl)-1H-benzo[d][1,2,3]triazol-6-yl)pyrrolo[2,1-f][1,2,4]triazin-2-amine FC=1C(=C2C(=NC(=NN2C1)N[C@@H]1[C@@H](CN(CC1)C1COC1)F)OC)C=1C=CC2=C(N(N=N2)CC(F)(F)F)C1